8-hydroxy-3-(prop-2-ynyl)-1,2,3,4-tetrahydroquinazolin-2,4-dione OC=1C=CC=C2C(N(C(NC12)=O)CC#C)=O